methyl-1-(4-(4-tolyl)-4,7-dihydro-5H-thieno[2,3-c]pyran-7-yl)methylamine CNCC1OCC(C2=C1SC=C2)C2=CC=C(C=C2)C